FC1=CC(=CC2=C1SC=C2)C=2C(=NC(=CN2)CCCOC)N2CCC(CC2)C(=O)O 1-(3-(7-fluorobenzo[b]thiophen-5-yl)-6-(3-methoxypropyl)pyrazin-2-yl)piperidine-4-carboxylic acid